CC=1OC(C2=C(N1)C(=CC=C2)C)=O 2,8-dimethyl-4H-benzo[d][1,3]oxazine-4-one